O=S1(CCC(=CC1)C1=CC2=C(N=CN=C2N[C@H](C)C=2C=C(C=CC2)C(C#N)(F)F)N(C1=O)C)=O 2-[3-[(1R)-1-[[6-(1,1-dioxo-3,6-dihydro-2H-thiopyran-4-yl)-8-methyl-7-oxo-pyrido[2,3-d]pyrimidin-4-yl]amino]ethyl]phenyl]-2,2-difluoro-acetonitrile